C(C)(C)(C)OC(/C(=C/C=1OC=CC1)/NC1=NC=C(N=C1CC1=C(C=CC=C1F)F)Br)=O (Z)-2-((5-bromo-3-(2,6-difluorobenzyl)pyrazin-2-yl)amino)-3-(furan-2-yl)acrylic acid tert-butyl ester